bis-octylamide ethyl-butanesulfonate C(C)OS(=O)(=O)CCCC.C(CCCCCCC)[N-]CCCCCCCC